1-[6-[4-[3-chloro-2-fluoro-4-[[(3R)-tetrahydrofuran-3-yl]methoxy]anilino]pyrido[3,2-d]pyrimidin-6-yl]-1,6-diazaspiro[3.3]heptan-1-yl]prop-2-en-1-one ClC=1C(=C(NC=2C3=C(N=CN2)C=CC(=N3)N3CC2(CCN2C(C=C)=O)C3)C=CC1OC[C@H]1COCC1)F